C1(=CC=CC=C1)C(C(=O)N)=O phenylglyoxalamide